NC1CCN(CC1)C(CCNC1=C2C(N(C(C2=CC=C1)=O)C1C(NC(CC1)=O)=O)=O)=O 4-((3-(4-aminopiperidin-1-yl)-3-oxopropyl)amino)-2-(2,6-dioxopiperidin-3-yl)isoindoline-1,3-dione